BrC=1C(=NC(=NC1)NC1=C(C=C(C(=C1)C=1C=NN(C1)C)N1CCC(CC1)N1CCNCC1)OC1CC1)NC=1C(=CC(=NC1)C1=CC=CC=C1)P(C)(C)=O (5-((5-bromo-2-((2-cyclopropyloxy-5-(1-methyl-1H-pyrazol-4-yl)-4-(4-(piperazin-1-yl)piperidin-1-yl)phenyl)amino)pyrimidin-4-yl)amino)-2-phenylpyridin-4-yl)dimethylphosphine oxide